C1(CC2C(CC1)O2)COC(C(=C)C)=O ((3,4-Epoxycyclohexyl)methyl)-methacrylat